tert-butyl (S)-2-((((9H-fluoren-9-yl)methoxy)carbonyl)amino)-3-(2-cyanothiophen-3-yl)propanoate C1=CC=CC=2C3=CC=CC=C3C(C12)COC(=O)N[C@H](C(=O)OC(C)(C)C)CC1=C(SC=C1)C#N